methacryloxypropyl-trimethoxybenzyl-amine C(C(=C)C)(=O)OCCCNC(C1=C(C=CC=C1)OC)(OC)OC